3,9-bis[1,1-dimethyl-2-[3-(3-t-butyl-4-hydroxy-5-methylphenyl)-propionyloxy]ethyl]2,4,8,10-tetraoxaspiro[5.5]undecane CC(COC(CCC1=CC(=C(C(=C1)C)O)C(C)(C)C)=O)(C)C1OCC2(CO1)COC(OC2)C(COC(CCC2=CC(=C(C(=C2)C)O)C(C)(C)C)=O)(C)C